2-chlorodibenzo[b,f][1,4]oxazepin-11-one ClC=1C=CC2=C(C(NC3=C(O2)C=CC=C3)=O)C1